OCCC1(O)C=CC(O)(C=C1)CCO 1,4-di(β-hydroxyethyl)hydroquinone